C1(CC1)S(=O)(=O)NC=1SC=C(N1)C1(CC1)C(=O)NC1=CC=C(C=C1)C1=NC(=CN=C1)C(F)(F)F 1-(2-(cyclopropanesulfonamido)thiazol-4-yl)-N-(4-(6-(trifluoromethyl)pyrazin-2-yl)phenyl)cyclopropane-1-carboxamide